FC1=CC=C(C=C1)COC1=C(C(=CC(=C1)O)O)C(=O)N1CCCC1 [2-[(4-fluorophenyl)methoxy]-4,6-dihydroxy-phenyl]-pyrrolidin-1-yl-methanone